7-bromo-5-fluorochroman BrC1=CC(=C2CCCOC2=C1)F